N[C@@H]1C2=CC=CC=C2CC12CCN(CC2)C([C@@H](C)C2=CC=C(C=C2)F)=O (S)-1-((S)-1-amino-1,3-dihydrospiro[indene-2,4'-piperidin]-1'-yl)-2-(4-fluorophenyl)propan-1-one